Cl.NC(C(C(=O)N)O)CC1CC1 3-amino-4-cyclopropyl-2-hydroxy-butanamide hydrochloride